[OH-].C[NH3+] Methylammonium hydroxide